C([2H])N(C(C([2H])([2H])C1=C(NC2=C(C(=C(C(=C12)O)[2H])[2H])[2H])[2H])([2H])[2H])C[2H] 3-(2-(bis(methyl-d)amino)ethyl-1,1,2,2-d4)-1H-indol-2,5,6,7-d4-4-ol